(2S,4S)-1-benzyl-4-cyanopyrrolidine-2-carboxylic acid methyl ester COC(=O)[C@H]1N(C[C@H](C1)C#N)CC1=CC=CC=C1